NC1=NC=C(C(=O)NCCCCCN2CCN(CC2)C(C2=C(C=CC(=C2)CC2=NNC(C3=CC=CC=C23)=O)F)=O)C=C1 6-amino-N-(5-(4-(2-fluoro-5-((4-oxo-3,4-dihydro-phthalazin-1-yl)methyl)benzoyl)piperazin-1-yl)pentyl)nicotinamide